1-(5-(8-ethyl-2-(((3S,5S)-5-fluoropiperidin-3-yl)amino)-7-oxo-7,8-dihydropyrido[2,3-d]pyrimidin-6-yl)-1-methyl-1H-pyrazol-3-yl)-3-(3-(trifluoromethyl)phenyl)urea C(C)N1C(C(=CC2=C1N=C(N=C2)N[C@@H]2CNC[C@H](C2)F)C2=CC(=NN2C)NC(=O)NC2=CC(=CC=C2)C(F)(F)F)=O